1-((2R,4S,5R)-4-hydroxy-5-(hydroxymethyl)tetrahydrofuran-2-yl)-4-(N-methylamino)pyrimidin-2(1H)-one O[C@H]1C[C@@H](O[C@@H]1CO)N1C(N=C(C=C1)NC)=O